4-((4-(((8-Methyl-4-oxo-3,4-dihydroquinazolin-2-yl)methyl)thio)piperidin-1-yl)methyl)benzonitrile CC=1C=CC=C2C(NC(=NC12)CSC1CCN(CC1)CC1=CC=C(C#N)C=C1)=O